fmoc-[(R)-2-(4-pentenyl)alanine] C(=O)(OCC1C2=CC=CC=C2C2=CC=CC=C12)N[C@@](C)(C(=O)O)CCCC=C